N1=C(N=CC(=C1)[C@H]1[C@@H](C1)C=1C=C(C(=C(OCCCN2CCOCC2)C1)F)F)C1=NC=CC=N1 trans-4-(3-(5-(2-([2,2'-bipyrimidin]-5-yl)cyclopropyl)-2,3-difluorophenoxy)propyl)morpholine